NCCOCCOCCC(=O)NC1=C(C(=O)NC2=NC=C(N=C2)C)C=CC=C1 2-(3-(2-(2-Aminoethoxy)ethoxy)propanamido)-N-(5-methylpyrazin-2-yl)benzamide